1H-pyrazolo[3,4-d]pyridazine-4,7-diol N1N=CC=2C1=C(N=NC2O)O